[Br-].N1=C(C=CC=C1)C1=NC=CC=C1 bipyridine bromide salt